2,4-difluorotyrosine FC1=C(C[C@H](N)C(=O)O)C=CC(C1)(O)F